O1[C@H](COC2=C1C=CC=C2)C2=CC=C(CNC1(CCCC1)C(=O)O)C=C2 1-({4-[(2S)-2,3-dihydro-1,4-benzodioxin-2-yl]benzyl}amino)cyclopentanecarboxylic acid